(R)-4-(2-Azidopropan-2-yl)-6-chloro-1-((4-(methylsulfonyl)butan-2-yl)oxy)-2,7-naphthyridine N(=[N+]=[N-])C(C)(C)C1=CN=C(C2=CN=C(C=C12)Cl)O[C@H](C)CCS(=O)(=O)C